C(CCC)OCCOCCOCCOC(C1=CC=CC=C1)=O.COC=1C=CC2=C(OCCN2C(=O)C2=NC(=CN=C2)N2CCCC2)C1 (7-methoxy-2,3-dihydro-4H-benzo[b][1,4]oxazin-4-yl)(6-(pyrrolidin-1-yl)pyrazin-2-yl)methanone butoxyethoxyethoxyethylbenzoate